C(C)C12C(C3CC(CC(C1)C3)C2)C(C)=O 1-ethyl-2-adamantyl-1-ethanone